O=C1N(CCN(C1)C(=O)OC(C)(C)C)C1=CC2=C(C3=C(O2)C=CC=C3)C=C1 7-(2-oxo-4-tert-butoxycarbonylpiperazin-1-yl)dibenzo[b,d]furan